C(C)C1=CC(=CC=2COB(C21)O)NC2=NC=C(C(=N2)NC2=CC=CC=C2)C N2-(7-ethyl-1-hydroxy-3H-2,1-benzoxaborol-5-yl)-5-methyl-N4-phenyl-pyrimidine-2,4-diamine